3-(9-Chloro-5,6-dihydro-11H-pyrimido[4,5-b][1]benzazepin-11-yl)propan-1-amine ClC1=CC2=C(CCC3=C(N2CCCN)N=CN=C3)C=C1